ClC=1C(=NC=C(C1)F)[C@H](C(F)(F)F)NC(=O)C=1C=C2CN(C(C2=CC1)=O)C1C(NC(CC1)=O)=O N-((R)-1-(3-chloro-5-fluoropyridin-2-yl)-2,2,2-trifluoroethyl)-2-(2,6-dioxopiperidin-3-yl)-1-oxoisoindoline-5-carboxamide